CN1N=CC2=CC(=CC=C12)C1=C(C#N)C=C(C=N1)[N+](=O)[O-] 2-(1-methyl-1H-indazol-5-yl)-5-nitronicotinonitrile